(1S,3'R,4'S,5'S,6'R)-5-chloro-6-((5-(hydroxymethyl)thiophene-2-yl)methyl)-6'-methyl-3',4',5',6'-tetrahydro-3H-spiro[isobenzofuran-1,2'-pyran]-3',4',5'-triol ClC=1C=C2CO[C@]3(O[C@@H]([C@H]([C@@H]([C@H]3O)O)O)C)C2=CC1CC=1SC(=CC1)CO